2-fluoro-benzonitrile hydrochloride Cl.FC1=C(C#N)C=CC=C1